6-((5-fluoropyridin-2-yl)amino)-N-methoxy-4-((6-methoxy-2-(N-methylmethanesulfonamido)pyridin-3-yl)amino)nicotinamide FC=1C=CC(=NC1)NC1=NC=C(C(=O)NOC)C(=C1)NC=1C(=NC(=CC1)OC)N(S(=O)(=O)C)C